C1(=CC=CC=C1)C1CCC=2C(=NNC2C1)C(=O)N 6-phenyl-4,5,6,7-tetrahydro-1H-indazole-3-carboxamide